O=C1CCCC(N1CCCCC)C(=O)O 6-oxo-1-pentylpiperidine-2-carboxylic acid